(1r,3r)-1-(6-bromo-2-fluoropyridin-3-yl)cyclobutane-1,3-diamine hydrochloride Cl.BrC1=CC=C(C(=N1)F)C1(CC(C1)N)N